(4-bromophenyl)-4-chloro-1-methyl-1H-imidazole BrC1=CC=C(C=C1)C=1N(C=C(N1)Cl)C